2-[1-Benzhydryl-3-(tert-butoxycarbonylamino)azetidin-3-yl]ethyl methanesulfonate CS(=O)(=O)OCCC1(CN(C1)C(C1=CC=CC=C1)C1=CC=CC=C1)NC(=O)OC(C)(C)C